FC=1C=NC=CC1C1=C(C=2C(NCC3(C2N1)COCC3)=O)I 2'-(3-fluoropyridin-4-yl)-3'-iodo-5',6'-dihydro-1'H-spiro[oxolane-3,7'-pyrrolo[3,2-c]pyridin]-4'-one